2-(3-chloro-2-pyridinyl)pyrazole-3-carboxamide ClC=1C(=NC=CC1)N1N=CC=C1C(=O)N